COC(C(=O)O)COC(C1=CC=CC=C1)(C1=CC=CC=C1)C1=CC=CC=C1 2-methoxy-3-(triphenylmethoxy)propionic acid